(1r,4s)-4-((tert-butyldimethylsilyl-oxy)cyclohexyl)-2-methylbutan-2-amine [Si](C)(C)(C(C)(C)C)OC1(CCCCC1)CCC(C)(N)C